C(C)(C)(C)[Si](OC=C)(C)C tert-butyldimethyl-(vinyloxy)silane